((S)-2-(2-fluoro-[1,1'-biphenyl]-4-yl)propanoyloxy)-3-hydroxysuccinic acid FC1=C(C=CC(=C1)[C@@H](C(=O)OC(C(=O)O)C(C(=O)O)O)C)C1=CC=CC=C1